4-(2,3-dichloro-6-[[2-(trimethylsilyl)ethoxy]methoxy]phenyl)pyrrolidin-2-one ClC1=C(C(=CC=C1Cl)OCOCC[Si](C)(C)C)C1CC(NC1)=O